ClC1=CC(=C(C=N1)C(=O)O)N[C@H]1CN(CCCC1)C(=O)OC(C)(C)C 6-chloro-4-[[(3R)-1-tert-butoxycarbonyl-azepan-3-yl]amino]pyridine-3-carboxylic acid